C1(CCCCC1)CN1N=CC(=C1C)C=1C(=NC(=CC1)N(C=1N=NC(=C(C1)C)N(COCC[Si](C)(C)C)C=1SC2=NC=CC=C2N1)C)C(=O)OC(C)(C)C Tert-butyl 3-(1-(cyclohexylmethyl)-5-methyl-1H-pyrazol-4-yl)-6-(methyl(5-methyl-6-(thiazolo[5,4-b]pyridin-2-yl((2-(trimethylsilyl)ethoxy)methyl)amino)pyridazin-3-yl)amino)picolinate